(7-OXO-HEPTYL)-CARBAMIC ACID BENZYL ESTER C(C1=CC=CC=C1)OC(NCCCCCCC=O)=O